methyl (quinolin-6-ylmethyl) oxalate C(C(=O)OCC=1C=C2C=CC=NC2=CC1)(=O)OC